N[C@H]1[C@@H]2N(C[C@H]1CC2)C(=O)C2=CC1=C(N(C(=N1)C1=CC=3C(=NC(=CC3)NC3=CC=C(C(=O)N)C=C3)N1CC1CC1)C)C(=C2)OC 4-[(2-(5-[(1R,4R,7R)-7-amino-2-azabicyclo[2.2.1]heptane-2-carbonyl]-7-methoxy-1-methyl-1H-1,3-benzodiazol-2-yl)-1-(cyclopropylmethyl)-1H-pyrrolo[2,3-b]pyridin-6-yl)amino]benzamide